2,6-difluoro-3,5-dimethoxyphenylacetylene FC1=C(C(=C(C=C1OC)OC)F)C#C